C[C@]12OC[C@](CC1)(C2)C(=O)O (1S,4S)-1-methyl-2-oxabicyclo[2.2.1]heptane-4-carboxylic acid